N1N=C(C=C1)CC=1SC2=C(N(C=3C(N(N=CC32)CC3=NN(C=C3C#N)C)=O)C)N1 3-((2-((1H-pyrazol-3-yl)methyl)-4-methyl-5-oxo-4H-thiazolo[5',4':4,5]pyrrolo[2,3-d]pyridazin-6(5H)-yl)methyl)-1-methyl-1H-pyrazole-4-carbonitrile